3-(3-(1H-pyrrolo[2,3-b]pyridin-5-yl)phenyl)-N-(3-ethylphenyl)acrylamide tert-butyl-2-(2-(2-isopropylphenyl)piperazin-1-yl)-7-azaspiro[3.5]nonane-7-carboxylate C(C)(C)(C)OC(=O)N1CCC2(CC(C2)N2C(CNCC2)C2=C(C=CC=C2)C(C)C)CC1.N1C=CC=2C1=NC=C(C2)C=2C=C(C=CC2)C=CC(=O)NC2=CC(=CC=C2)CC